ClC=1C(=NC=CC1)N1N=C(C=C1C(=O)O)CCl 1-(3-chloropyridin-2-yl)-3-(chloromethyl)-1H-pyrazole-5-carboxylic acid